N-Hydroxy-1-(2-(3-((methylamino)methyl)phenyl)ethyl)-1H-indole-6-carboxamide ONC(=O)C1=CC=C2C=CN(C2=C1)CCC1=CC(=CC=C1)CNC